FC=1C(=C(C=C(C1)C(F)(F)F)O)C=1C=2N(C(=NN1)N[C@H]1CN(CCC1)C1COCC1)C=CC2 3-fluoro-2-(4-{[(3R)-1-(oxacyclopent-3-yl)piperidin-3-yl]amino}pyrrolo[1,2-d][1,2,4]triazin-1-yl)-5-(trifluoromethyl)phenol